tert-Butyl 3-(5-(methoxy(methyl)carbamoyl)-7-(thiazol-2-yl)benzo[d]oxazol-2-yl)-3,6-diazabicyclo[3.1.1]heptane-6-carboxylate CON(C(=O)C=1C=C(C2=C(N=C(O2)N2CC3N(C(C2)C3)C(=O)OC(C)(C)C)C1)C=1SC=CN1)C